NC1=C(C2=C(S1)C(=CC=C2C2=C(C=C1C(=NC(=NC1=C2F)OC[C@]21CCCN1C[C@@H](C2)F)N(CCC(=O)O)C)Cl)F)C#N 3-((7-(2-amino-3-cyano-7-fluorobenzo[b]thiophen-4-yl)-6-chloro-8-fluoro-2-(((2R,7aS)-2-fluorotetrahydro-1H-pyrrolizin-7a(5H)-yl)methoxy)quinazolin-4-yl)(methyl)amino)propanoic acid